2-bromo-4-(3-chloropropoxy)-toluene BrC1=C(C)C=CC(=C1)OCCCCl